tert-butyl ((6-bromo-1H-benzo[d]imidazol-2-yl)methyl)carbamate BrC=1C=CC2=C(NC(=N2)CNC(OC(C)(C)C)=O)C1